N[C@]1(CN(CC1)C1=C(C(=CC(=C1)Cl)C1=CC=CC=2CCCCC12)CN1C2=NC=NC(=C2N=C1)N)C(=O)NC1CC1 (R)-3-Amino-1-(2-((6-amino-9H-purin-9-yl)methyl)-5-chloro-3-(5,6,7,8-tetrahydronaphthalin-1-yl)phenyl)-N-cyclopropylpyrrolidin-3-carboxamide